CSS(=O)(=O)C S-methylmethanethiosulfonate